N1=NN(C2=NC=CC=C21)C2=CC(=C(C(=O)N(C1=NC=CC3=CC(=CC=C13)C#N)[C@H]1CN(CCC1)C(=O)OC(C)(C)C)C=C2)F tert-butyl (R)-3-(4-(3H-[1,2,3]triazolo[4,5-b]pyridin-3-yl)-N-(6-cyanoisoquinolin-1-yl)-2-fluorobenzamido)piperidine-1-carboxylate